N-[[6-[(1R)-1-Methyl-2-phenylethoxy]-2-pyridyl]sulfonyl]-2-(2,2,4-trimethylpyrrolidin-1-yl)pyridin-3-carboxamid C[C@H](CC1=CC=CC=C1)OC1=CC=CC(=N1)S(=O)(=O)NC(=O)C=1C(=NC=CC1)N1C(CC(C1)C)(C)C